C(C)(C)(C)OC(N(C)CC=1C=C(C=C(C1)O)C1=CC(=CC(=C1)Cl)Cl)=O ((3',5'-dichloro-5-hydroxy-[1,1'-biphenyl]-3-yl)methyl)(methyl)carbamic acid tert-butyl ester